5-fluorobenzo[c][1,2,5]thiadiazol-4-amine FC1=C(C=2C(=NSN2)C=C1)N